BrC1=CC=C(C=C1)N1N=C(C(=C1)[C@H]1O[C@@H](C(N1CCC=1C=C2CC(NC2=CC1)=O)=O)C)C1=CC=C(C=C1)F (2R,5R)-2-(1-(4-bromophenyl)-3-(4-fluorophenyl)-1H-pyrazol-4-yl)-5-methyl-3-(2-(2-oxoindolin-5-yl)ethyl)oxazolidin-4-one